(Z)-4-chloro-N-phenylbenzimidoyl cyanide ClC1=CC=C(/C(=N/C2=CC=CC=C2)/C#N)C=C1